Cyclopropyl (5-(6,7-difluoro-4-oxo-3,4-dihydrophthalazin-1-yl)-1H-benzimidazol-2-yl)carbamate FC=1C=C2C(NN=C(C2=CC1F)C1=CC2=C(NC(=N2)NC(OC2CC2)=O)C=C1)=O